5-(chloromethyl)-2-(4-cyclopropyl-6-methoxy-pyrimidin-5-yl)-N-[[4-[1-isopropyl-4-(trifluoromethyl)imidazol-2-yl]-1-bicyclo[2.2.2]octanyl]methyl]pyrimidin-4-amine ClCC=1C(=NC(=NC1)C=1C(=NC=NC1OC)C1CC1)NCC12CCC(CC1)(CC2)C=2N(C=C(N2)C(F)(F)F)C(C)C